3,5-dichloro-4-hydroxy-N-(4-oxo-3-(2-sulfamoylbenzyl)-3,4-dihydroquinazolin-5-yl)benzamide ClC=1C=C(C(=O)NC2=C3C(N(C=NC3=CC=C2)CC2=C(C=CC=C2)S(N)(=O)=O)=O)C=C(C1O)Cl